COC=1C=C(C=CC1OC1=CC=CC=C1)C1=CN(C=2N=CN=C(C21)N)[C@@H]2CO[C@@H](OC2)C2CCN(CC2)C 5-(3-methoxy-4-phenoxyphenyl)-7-((cis)-2-(1-methylpiperidin-4-yl)-1,3-dioxan-5-yl)-7H-pyrrolo[2,3-d]pyrimidin-4-amine